BrC1=CC=CC=2N(C(N(C21)C)=O)C2C(N(C(CC2)=O)CC2=CC=C(C=C2)OC)=O 3-(4-bromo-3-methyl-2-oxo-1,3-benzodiazol-1-yl)-1-[(4-methoxyphenyl)methyl]piperidine-2,6-dione